3-(4-((1-cyclopentyl-3-(naphthalen-1-yl)-1H-indazol-6-yl)methoxy)phenyl)butanoic acid C1(CCCC1)N1N=C(C2=CC=C(C=C12)COC1=CC=C(C=C1)C(CC(=O)O)C)C1=CC=CC2=CC=CC=C12